4-[(2-bromo-4-pyridinyl)amino]piperidine-1-carboxylic acid tert-butyl ester C(C)(C)(C)OC(=O)N1CCC(CC1)NC1=CC(=NC=C1)Br